benzyl 4-(3,4-dichlorophenyl)-3,6-dihydro-2H-pyridine-1-carboxylate ClC=1C=C(C=CC1Cl)C=1CCN(CC1)C(=O)OCC1=CC=CC=C1